FC(OC1=C(C=C(C=C1)SC(C)C)C1=NN(C=C1NC(=O)C=1C=NN2C1N=CC=C2)C)F N-[3-[2-(difluoromethoxy)-5-(propan-2-ylsulfanyl)phenyl]-1-methyl-1H-pyrazol-4-yl]pyrazolo[1,5-a]pyrimidine-3-carboxamide